tris(2,3-dimethyl-2-butoxy)gadolinium (III) CC(C)(C(C)C)O[Gd](OC(C)(C(C)C)C)OC(C)(C(C)C)C